3,4-bipyrazin-6-amine N1=CC(=NC=C1N)N1CC=NC=C1